dichloro([2,2'-bipyridine]-4,4'-diamine) nickel (II) [Ni+2].ClC=1C(=C(C(=NC1)C1=NC=CC(=C1)N)Cl)N